p-methoxyethylphenoxy-1,2-ethylene oxide COCCC1=CC=C(OC2CO2)C=C1